C1(CC1)C1=NC=NC(=C1C1=CCN(N1CC1=CC=C(C=C1)C=1N(C=C(N1)C(F)(F)F)C(C)C)C)OC 5-(4-cyclopropyl-6-methoxypyrimidin-5-yl)-N-(4-(1-isopropyl-4-(trifluoromethyl)-1H-imidazol-2-yl)benzyl)-2-methyl-2H-pyrazole